N-{[5-(cyclopropylmethoxy)-2-fluorophenyl]methyl}-5-{2-acetamidoimidazo[1,2-b]pyridazin-6-yl}-2,6-dimethylpyridine-3-carboxamide C1(CC1)COC=1C=CC(=C(C1)CNC(=O)C=1C(=NC(=C(C1)C=1C=CC=2N(N1)C=C(N2)NC(C)=O)C)C)F